C(C)(C)(C)OC(=O)N1C([C@@]2(C3=CC(=CC=C13)OC)[C@@H](C2)C2=CC=C1C(=NN(C1=C2)C(=O)OC(C)(C)C)I)=O (1r,2s)-2-(1-(tert-butoxycarbonyl)-3-iodo-1H-indazol-6-yl)-5'-methoxy-2'-oxospiro[cyclopropane-1,3'-indoline]-1'-carboxylic acid tert-butyl ester